ClC1=C(C=2N=C(N=C(C2C(=N1)OC)N1CCCOC2CC12)SC)F 6-(7-chloro-8-fluoro-5-methoxy-2-(methylthio)pyrido[4,3-d]pyrimidin-4-yl)-2-oxa-6-azabicyclo[5.1.0]octane